Cl.CC1=C(C=CC=C1C)NN 2,3-dimethylphenylhydrazine hydrochloride